dipentaerythritol hexakishydroxystearate OC(C(C(C(=O)OCC(CO)(COCC(CO)(CO)CO)CO)(O)O)(O)O)(CCCCCCCCCCCCCC)O